C(C)(C)C=1N=C2N(NC(C3=C2N=CN=C3)=O)C1 9-isopropylimidazo[1,2-b]pyrimido[4,5-d]pyridazin-5(6H)-one